2-chloro-N-[1-[(6-chloro-3-pyridinyl)methyl]-2-pyridinylidene]-2,2-difluoroacetamide ClC(C(=O)N=C1N(C=CC=C1)CC=1C=NC(=CC1)Cl)(F)F